C(#N)COC1=CC=C(C=C1)NC(=O)NC1=CC=CC=C1 1-[4-(cyanomethoxy)phenyl]-3-phenylurea